methyl 3-(methoxymethyl)tetrahydro-1H-pyrrolizin-7a(5H)-formate COCC1CCC2(CCCN12)C(=O)OC